2-(6-chloro-4-fluoropyridin-3-yl)-5-((4-fluoro-1-methylpiperidin-4-yl)methoxy)pyrazine potassium (3-(tert-butoxycarbonyl)-3-azabicyclo[4.1.0]heptan-1-yl)trifluoroborate C(C)(C)(C)OC(=O)N1CC2(CC2CC1)[B-](F)(F)F.[K+].ClC1=CC(=C(C=N1)C1=NC=C(N=C1)OCC1(CCN(CC1)C)F)F